6-(4-chloro-2-methoxyphenyl)-1-fluoro-3-(tetrahydro-2H-pyran-2-yl)-3,8,9,10-tetrahydrocyclohepta[e]indazole ClC1=CC(=C(C=C1)C1=CCCCC=2C=3C(=NN(C3C=CC21)C2OCCCC2)F)OC